FC1(CCN2N=CC(NC3=NC=C4C=C(C(N(CCC1)C4=N3)=O)N3CCN(C4=C(C=CC=C34)C)C(C=C)=O)=C2)F 9,9-difluoro-15-(5-methyl-4-prop-2-enoyl-2,3-dihydroquinoxalin-1-yl)-2,5,6,13,19,20-hexazatetracyclo[11.6.2.13,6.017,21]docosa-1(19),3(22),4,15,17,20-hexaen-14-one